C(C1=CC=CC=C1)OC(NC1=CC(=C(C(=C1)C(F)(F)F)F)C(C)=NS(=O)C(C)(C)C)=O (3-(1-((tert-butylsulfinyl)imino)ethyl)-4-fluoro-5-(trifluoromethyl)phenyl)carbamic acid benzyl ester